4-[(1S)-1-{[8-(methoxymethyl)-7-oxo-pyrido[2,3-d]pyrimidin-2-yl]amino}ethyl]benzoic acid methyl ester COC(C1=CC=C(C=C1)[C@H](C)NC=1N=CC2=C(N1)N(C(C=C2)=O)COC)=O